ClC=1C(=NC(=NC1)NC1=C(C=C2CCNCC2=C1)OC)N1CC(C2=CC=CC=C12)(C(=O)O)C 1-(5-chloro-2-((6-methoxy-1,2,3,4-tetrahydroisoquinolin-7-yl)amino)pyrimidin-4-yl)-3-methylindoline-3-carboxylic acid